CN(CCCCOC1=NC=C(C=C1NS(=O)(=O)C1CC1)C1=CC=2C3=C(C=NC2C=C1)N(C(C31CC1)=O)C)C N-(2-(4-(Dimethylamino)butoxy)-5-(3'-methyl-2'-oxo-2',3'-dihydrospiro[cyclopropane-1,1'-pyrrolo[2,3-c]quinolin]-8'-yl)pyridin-3-yl)cyclopropanesulfonamide